3-(2H-benzotriazol-2-yl)-5-(1,1-dimethylethyl)-4-hydroxyphenylpropionic acid methyl ester COC(C(C)C1=CC(=C(C(=C1)C(C)(C)C)O)N1N=C2C(=N1)C=CC=C2)=O